FC1([C@@H]([C@@H](N(C1)C(C(C)(C)O)=O)CC=1C(=C(C=CC1)C1=CC(=CC(=C1)F)F)F)NS(=O)(=O)CC)F N-{(2S,3R)-4,4-difluoro-1-(2-hydroxy-2-methylpropanoyl)-2-[(2,3',5'-trifluoro[1,1'-biphenyl]-3-yl)methyl]pyrrolidin-3-yl}-ethanesulfonamide